N1=CC=CC(=C1)C1=C(C(=O)N)C=CC=C1 Pyridin-5-yl-benzamide